ClC1=C(N=C2N(C1=O)C=C(N=C2C2=C(C=C(C=C2)F)F)C2C[C@H](OCC2)C=2C=NN(C2)C2CC2)C 3-chloro-7-((2S)-2-(1-cyclopropyl-1H-pyrazol-4-yl)tetrahydro-2H-pyran-4-yl)-9-(2,4-difluorophenyl)-2-methyl-4H-pyrazino[1,2-a]pyrimidin-4-one